(2S)-4,4-difluoro-2-(4-fluorophenyl)-N-[4-(5-methyl-4-oxo-3-phenyl-4,5,6,7-tetrahydro-1H-pyrrolo[3,2-c]pyridin-2-yl)pyridin-2-yl]butanamide FC(C[C@H](C(=O)NC1=NC=CC(=C1)C1=C(C=2C(N(CCC2N1)C)=O)C1=CC=CC=C1)C1=CC=C(C=C1)F)F